C(CCCCCCCCCCCC=CCCCCCC)(=O)OCCCCCCCCCCCCCCCCCCCCCCCCCCCCCCCC(=O)O 32-(eicos-13-enoyloxy)-dotriacontanoic acid